FC(C)(C)C1=NN=C(O1)C(=O)N1[C@@H](C2=C(CC1)NC=N2)C2=NN1C(C=CC=C1F)=C2 (S)-(5-(2-fluoropropan-2-yl)-1,3,4-oxadiazol-2-yl)(4-(7-fluoropyrazolo[1,5-a]pyridin-2-yl)-6,7-dihydro-1H-imidazo[4,5-c]pyridin-5(4H)-yl)methanone